(S)-1-(3-(methyl-(6-((5-methylthiazol-2-yl)amino)-4-(morpholinomethyl)pyridin-2-yl)amino)piperidin-1-yl)prop-2-en-1-one CN([C@@H]1CN(CCC1)C(C=C)=O)C1=NC(=CC(=C1)CN1CCOCC1)NC=1SC(=CN1)C